C(N)(=O)C1CN(CCS1(=O)=O)C(=O)OC(C)(C)C tert-butyl 2-carbamoylthiomorpholine-4-carboxylate 1,1-dioxide